C(=O)(O)C1(C(=O)O)C[C@@H](O)[C@@H](O)[C@H](O1)[C@H](O)CO 2-carboxy-2,3-dideoxy-D-manno-2-octulopyranosonic acid